9α-hydroxy-4-androstene-3,17-dione O[C@@]12[C@]3(CCC(C=C3CC[C@H]1[C@@H]1CCC([C@@]1(C)CC2)=O)=O)C